8-methyl-2-[[1-(1-methyl-4-piperidyl)pyrazol-4-yl]amino]-6-(5-methyl-4-prop-2-enoyl-2,3-dihydroquinoxalin-1-yl)pyrido[2,3-d]pyrimidin-7-one CN1C(C(=CC2=C1N=C(N=C2)NC=2C=NN(C2)C2CCN(CC2)C)N2CCN(C1=C(C=CC=C21)C)C(C=C)=O)=O